C1(CC1)C1=C(C(=NO1)C1=C(C=CC=C1Cl)Cl)COC12COC(CC1)(CC2)C2=NC(=NO2)C=2C=C(C(=O)O)C=C(C2)F 3-(5-(4-((5-cyclopropyl-3-(2,6-dichlorophenyl)isoxazol-4-yl)methoxy)-2-oxabicyclo[2.2.2]oct-1-yl)-1,2,4-oxadiazol-3-yl)-5-fluorobenzoic acid